CN(C(OC(C)(C)C)=O)CCCC#C tert-butyl N-methyl-N-(pent-4-yn-1-yl)carbamate